[Si](C)(C)(C(C)(C)C)OCCN1CC=2C(=CC=C(C2C=C1Cl)NC)I 2-((tert-butyldimethylsilyloxy)ethyl)-3-chloro-8-iodo-N-methylisoquinolin-5-amine